COC(=O)C=1NC2=CC(=CC=C2C1C(=O)OC)OCC1=CC=CC=C1 6-Benzyloxy-1H-indole-2,3-dicarboxylic acid dimethyl ester